FC1=C(C=NNC=2SC(=C(N2)C)C(C)=NNC(=N)N)C=CC=C1 2-(2-(2-fluorobenzylidene)hydrazino)-4-methyl-5-(1-(guanidinoimino)ethyl)-thiazole